1-(4-(6-(5-(3-methylpyridin-2-ylamino)-1,2,4-thiadiazol-3-yl)pyridin-3-yloxy)piperidin-1-yl)ethanone CC=1C(=NC=CC1)NC1=NC(=NS1)C1=CC=C(C=N1)OC1CCN(CC1)C(C)=O